4-bromo-2-fluoro-N-(2-methoxypyridin-4-yl)benzamide BrC1=CC(=C(C(=O)NC2=CC(=NC=C2)OC)C=C1)F